N-(2-fluoro-4-(8-(hydroxymethyl)-2,6-diazaspiro[3.4]octan-6-yl)phenyl)-7-methoxy-2-methylimidazo[1,2-a]pyridine-6-carboxamide FC1=C(C=CC(=C1)N1CC2(CNC2)C(C1)CO)NC(=O)C=1C(=CC=2N(C1)C=C(N2)C)OC